C(=C)C1=CC=C(C=C1)NC1=CC=C(C=C1)C1=CC=CC=C1 N-(4-vinylphenyl)-[1,1'-biphenyl]-4-amine